CC(C[C@@H](B1O[C@@]2([C@H](O1)C[C@H]1C([C@@H]2C1)(C)C)C)C1=NOC(C1)C(=O)N)C ((R)-3-methyl-1-((3aS,4S,6S,7aR)-3a,5,5-trimethylhexahydro-4,6-methanobenzo[d][1,3,2]diOxaborol-2-yl)butyl)-4,5-dihydroisoxazole-5-carboxamide